OC1=NC=2CN(CCC2C(=C1C(=O)OC)O)C(=O)OC(C)(C)C 7-tert-butyl 3-methyl 2,4-dihydroxy-5,8-dihydro-1,7-naphthyridine-3,7(6H)-dicarboxylate